2-[4-({5-[6-Cyclopropyl-5-(trifluoromethyl)pyridin-3-yl]-7-({[1-(methoxymethyl)cyclopentyl]methyl}(methyl)amino)-1H-imidazo[4,5-b]pyridin-2-yl}carbamoyl)phenyl]acetic acid C1(CC1)C1=C(C=C(C=N1)C1=CC(=C2C(=N1)N=C(N2)NC(=O)C2=CC=C(C=C2)CC(=O)O)N(C)CC2(CCCC2)COC)C(F)(F)F